1-(3-methylbenzyl)-3-cyano-1,4-dihydropyridine CC=1C=C(CN2C=C(CC=C2)C#N)C=CC1